tert-Butyl-(2S)-4-({(1R)-1-[1-benzyl-4-(2,5-difluorophenyl)-1H-imidazol-2-yl]-2,2-dimethylpropyl}amino)-2-[(tert-butoxycarbonyl)amino]butanoat C(C)(C)(C)OC([C@H](CCN[C@H](C(C)(C)C)C=1N(C=C(N1)C1=C(C=CC(=C1)F)F)CC1=CC=CC=C1)NC(=O)OC(C)(C)C)=O